C(C)(C)(C)OC(=O)N1CCC2(CN(C2)CC2=C(C(=CC=C2OC)Cl)Cl)CC1 2-(2,3-Dichloro-6-methoxybenzyl)-2,7-diazaspiro[3.5]nonane-7-carboxylic acid tert-butyl ester